ethyl 1-(6-(4-methoxy 2-(trifluoromethyl)phenyl)quinolin-2-yl)piperidine-4-carboxylate hydrochloride Cl.COC1=CC(=C(C=C1)C=1C=C2C=CC(=NC2=CC1)N1CCC(CC1)C(=O)OCC)C(F)(F)F